N[C@H](CC(=O)O)CCCN (S)-β-lysine